Methyl 5-chloro-6-(1-((2-fluoro-6-(trifluoromethyl)phenyl) (hydroxyimino)methyl)piperidin-4-yl)nicotinate ClC=1C(=NC=C(C(=O)OC)C1)C1CCN(CC1)C(=NO)C1=C(C=CC=C1C(F)(F)F)F